COC=1C(=NNC1C)C1=C(C=CC=C1)CC Dimethyl-3-(2-Ethylphenyl)-pyrazol-4-ol